ClC1=C(C=C(C=C1)CCC(=O)N[C@H](C(=O)NC(C[C@H]1C(NCC1)=O)C(C(=O)NC1CC1)=O)CC(C)(C)C)OC(F)(F)F (2S)-2-(3-(4-Chloro-3-(trifluoromethoxy)phenyl)propanamido)-N-(4-(cyclopropylamino)-3,4-dioxo-1-((S)-2-oxopyrrolidin-3-yl)butan-2-yl)-4,4-dimethylpentanamid